ClC1=C(C(=CC=C1)Cl)/C(/N1CCC(CCC1)(F)F)=N\NS(=O)(=O)C1=CC=C(C=C1)C N-[(E)-[(2,6-dichlorophenyl)-(4,4-difluoroazepan-1-yl)methylene]amino]-4-methyl-benzenesulfonamide